acryloyloxypropyl-dimethoxymethylsilane C(C=C)(=O)OCCC[SiH2]C(OC)OC